C(=O)=C=CC(=O)O.C(CCC)N (butylamin) carbonyl-acrylate